OC1=C(CNN)C=CC(=C1O)O 2,3,4-Trihydroxybenzylhydrazine